FC=1C=C(C=C(C1)F)C1=CC(=CC=C1)C[C@@H]1N(CC([C@@H]1NS(=O)(=O)C)(F)F)C(=O)OC(C)(C)C tert-butyl (2S,3R)-2-[(3',5'-difluoro[1,1'-biphenyl]-3-yl)methyl]-4,4-difluoro-3-[(methanesulfonyl)amino]pyrrolidine-1-carboxylate